ClC1=CC=C(CN2C3(CC(C3)C(=O)N)C(N(CC2=O)C2=C(C=C(C=C2)C#N)F)=O)C=C1 (2r,4r)-5-(4-chlorobenzyl)-8-(4-cyano-2-fluorophenyl)-6,9-dioxo-5,8-diazaspiro-[3.5]nonane-2-carboxamide